4-bromo-3-fluoro-6-(3-methyl-1-(4-methyl-4H-1,2,4-triazol-3-yl)cyclobutyl)-1-toluenesulfonyl-1H-indole BrC1=C2C(=CN(C2=CC(=C1)C1(CC(C1)C)C1=NN=CN1C)S(=O)(=O)CC1=CC=CC=C1)F